C1=CC=C2C(=C1)C(=CC(=C2N)N=NC3=CC=C(C=C3)C4=CC=C(C=C4)N=NC5=C(C6=CC=CC=C6C(=C5)S(=O)(=O)O)O)S(=O)(=O)O The molecule is an aminonaphthalenesulfonic acid that is 3,3'-[[1,1'-biphenyl]-4,4'-diylbis(diazene-2,1-diyl)]di(naphthalene-1-sulfonic acid) in which the two hydrogens at the 4-positions on the naphthalene rings are placed by amino and hydroxy groups. The disodium salt is the histological dye 'Congo corinth'. It has a role as a fluorochrome and a histological dye. It is an aminonaphthalenesulfonic acid, a member of azobenzenes, a bis(azo) compound, a member of naphthols and a ring assembly. It is a conjugate acid of a Congo corinth(2-).